NC1=CC=C(C(=C1C1=CC(N2[C@@H](CCC2C1)C=1NC(=CN1)C1=CC(=NC=C1)NC(C)=O)=O)F)Cl N-(4-(2-((3S)-7-(6-amino-3-chloro-2-fluorophenyl)-5-oxo-1,2,3,5,8,8a-hexahydroindolizin-3-yl)-1H-imidazol-5-yl)pyridin-2-yl)acetamide